1-(4-bromophenyl)-2-acetamidopropan BrC1=CC=C(C=C1)CC(C)NC(C)=O